9,10-bis-decanoyloxy-octadecanoic acid dodecyl ester C(CCCCCCCCCCC)OC(CCCCCCCC(C(CCCCCCCC)OC(CCCCCCCCC)=O)OC(CCCCCCCCC)=O)=O